5,10-Diphenyl-5,10-Dihydrophenazine C1(=CC=CC=C1)N1C=2C=CC=CC2N(C2=CC=CC=C12)C1=CC=CC=C1